N-alpha-Fmoc-N-gamma-trityl-D-asparagine C1=CC=C(C=C1)C(C2=CC=CC=C2)(C3=CC=CC=C3)NC(=O)CC(C(=O)O)NC(=O)OCC4C5=CC=CC=C5C6=CC=CC=C46